9,10-diacetoxymethylanthracene C(C)(=O)OCC=1C2=CC=CC=C2C(=C2C=CC=CC12)COC(C)=O